tert-Butylchlorodiphenylsilane C(C)(C)(C)[Si](C1=CC=CC=C1)(C1=CC=CC=C1)Cl